benzo[b]fluorene C1=CC=CC=2C=3C=C4C(=CC3CC12)C=CC=C4